tyrosyl-L-valyl-L-histidyl-L-prolyl-L-phenylalanine N[C@@H](CC1=CC=C(C=C1)O)C(=O)N[C@@H](C(C)C)C(=O)N[C@@H](CC1=CNC=N1)C(=O)N1[C@@H](CCC1)C(=O)N[C@@H](CC1=CC=CC=C1)C(=O)O